2-((4-Fluoro-2-methylphenyl)amino)-4-(trifluoromethyl)benzoic acid FC1=CC(=C(C=C1)NC1=C(C(=O)O)C=CC(=C1)C(F)(F)F)C